(1R,2S,3R,5R)-3-{4-amino-2-chloropyrrolo[2,3-d]pyrimidin-7-yl}-5-[3-(1,2-thiazol-4-yl)phenyl]cyclopentane-1,2-diol NC=1C2=C(N=C(N1)Cl)N(C=C2)[C@H]2[C@@H]([C@@H]([C@H](C2)C2=CC(=CC=C2)C=2C=NSC2)O)O